N1=CN=CC(=C1)C1=CN=C2N1N=C(C=C2)C=2C=C(C=CC2)CC(=O)N (3-(3-(Pyrimidin-5-yl)imidazo[1,2-b]pyridazin-6-yl)phenyl)acetamide